(Z)-1-acetyl-3-((1-benzylimidazol-4-yl)methylene)piperazine-2,5-dione C(C)(=O)N1C(/C(/NC(C1)=O)=C/C=1N=CN(C1)CC1=CC=CC=C1)=O